CC1=NC=C(C(=C1)C)[N+](=O)[O-] 2,4-dimethyl-5-nitropyridine